(2,2-dimethylcyclopentyl)methylamine CC1(C(CCC1)CN)C